2-(2-(2-(2-azidoethoxy)ethoxy)ethyl)-2-chloro-5-((2-hydroxy-5-methoxypentyl)sulfonyl)benzamide N(=[N+]=[N-])CCOCCOCCC1(C(C(=O)N)C=C(C=C1)S(=O)(=O)CC(CCCOC)O)Cl